1-(4-(3-(1-Cyanopyrrolidin-2-yl)-1,2,4-oxadiazol-5-yl)pyrimidin-2-yl)-1H-pyrazole-4-carbonitrile C(#N)N1C(CCC1)C1=NOC(=N1)C1=NC(=NC=C1)N1N=CC(=C1)C#N